C(C)(C)[C@H]1CCC([C@H](C1)O)=C (1S,5S)-5-isopropyl-2-methylene-cyclohexan-1-ol